CC1CC(CCC1)OCCCCCC(=O)O 6-[(3-methylcyclohexyl)oxy]hexanoic acid